C(CCCCCCCCCCC)(=O)[O-].C(CCCCCCCCCCC)(=O)[O-].C(CCCCCC)[Sn+2]CCCCCCC diheptyltin dilaurate